N-(4-(difluoromethyl)-2-methylbenzyl)-5-(methylsulfonyl)thiophene-2-carboxamide FC(C1=CC(=C(CNC(=O)C=2SC(=CC2)S(=O)(=O)C)C=C1)C)F